C(C)(C)(C)[Si](OC[C@H]1NC([C@@H](N(C2=C(C1)C=CC(=C2)CC=O)C)C(C)C)=O)(C2=CC=CC=C2)C2=CC=CC=C2 [(2S,5S)-5-{[tert-butylbis(phenyl)siloxy]methyl}-2-isopropyl-1-methyl-3-oxo-1,2,3,4,5,6-hexahydro-1,4-benzodiazocin-9-yl]acetaldehyde